Methyl 5-[3-(difluoromethyl)-4-nitro-pyrazol-1-yl]pyridine-2-carboxylate FC(C1=NN(C=C1[N+](=O)[O-])C=1C=CC(=NC1)C(=O)OC)F